5-(spiro[3.3]heptan-2-yl)-1,3,4-oxadiazol-2-amine C1C(CC12CCC2)C2=NN=C(O2)N